2-(5-(chlorosulfonyl)indoline-1-carbonyl)phenyl dimethylsulfamate CN(S(OC1=C(C=CC=C1)C(=O)N1CCC2=CC(=CC=C12)S(=O)(=O)Cl)(=O)=O)C